C(C1=CC=CC=C1)N1C(C=CC1OC)OC N-benzyl-2,5-dimethoxy-2,5-dihydropyrrole